FC1(CN(CC1)C1=CC2=C(CC(O2)(C)C)C=C1NC(=O)C=1C=NN2C1N=CC=C2)F N-(6-(3,3-difluoropyrrolidin-1-yl)-2,2-dimethyl-2,3-dihydrobenzofuran-5-yl)pyrazolo[1,5-a]pyrimidine-3-carboxamide